OCCN1CCN(CC1)CCNC=C1C(CC(CC1=O)C=1C=NC(=CC1)NC=1SC=CN1)=O 2-(((2-(4-(2-hydroxyethyl)piperazin-1-yl)ethyl)amino)methylene)-5-(6-(thiazol-2-ylamino)pyridin-3-yl)cyclohexane-1,3-dione